C1OCC2=CC(=CC=C12)C(NC(=O)C=1C(NC(=CC1)C(F)(F)F)=O)C1=CC=CC=C1 N-((1,3-dihydroisobenzofuran-5-yl)(phenyl)methyl)-2-oxo-6-(trifluoromethyl)-1,2-dihydropyridine-3-carboxamide